5-(3-isopropyl-5-(piperidin-4-yl)-1H-indol-2-yl)thiazolo[5,4-b]pyridine C(C)(C)C1=C(NC2=CC=C(C=C12)C1CCNCC1)C1=CC=C2C(=N1)SC=N2